3-Oxo-3-phenylpropyl 3-((6-cyano-5-(trifluoromethyl)pyridin-3-yl)amino)-2-hydroxy-2-methyl-3-oxopropanoate C(#N)C1=C(C=C(C=N1)NC(C(C(=O)OCCC(C1=CC=CC=C1)=O)(C)O)=O)C(F)(F)F